2-(((S)-5-((S)-2-(5-chloropyridin-2-yl)-2-methylbenzo[d][1,3]dioxol-4-yl)-3,6-dihydro-2H-pyran-2-yl)methyl)-1-(thiazol-4-ylmethyl)-1H-benzo[d]imidazole ClC=1C=CC(=NC1)[C@@]1(OC2=C(O1)C=CC=C2C2=CC[C@H](OC2)CC2=NC1=C(N2CC=2N=CSC2)C=CC=C1)C